C(#N)C=1C(=NC(=CC1C(F)(F)F)C)N1CSC[C@H]1C(=O)N(C1=CC(=CC=C1)C)C(C)C (4R)-3-[3-cyano-6-methyl-4-(trifluoromethyl)pyridin-2-yl]-N-isopropyl-N-(3-methylphenyl)-1,3-thiazolidine-4-carboxamide